N-{(S)-3-methyl-1-carbonyl-1-{{(S)-1-carbonyl-1-{{(S)-1-carbonyl-3-[(S)-2-carbonylpyrrolidin-3-yl]propan-2-yl}amino}-3-cyclohexylpropan-2-yl}amino}butan-2-yl}benzofuran-2-carboxamide CC([C@@H](C(N[C@H](C(N[C@H](C=C=O)C[C@H]1C(NCC1)=C=O)=C=O)CC1CCCCC1)=C=O)NC(=O)C=1OC2=C(C1)C=CC=C2)C